ClC1=CC=C(C=C1)C(C(=O)NCCC1=CC(=C(C=C1)OCC#C)OC)OCC#C 2-(4-chlorophenyl)-N-[2-(3-methoxy-4-prop-2-ynyloxyphenyl)ethyl]-2-prop-2-ynyloxyacetamide